2-(4-Chloro-3'-(((2-cyclopentyl-1-oxoisoindolin-5-yl)oxy)methyl)-[1,1'-biphenyl]-3-yl)-2-methylpropanoic acid ClC1=C(C=C(C=C1)C1=CC(=CC=C1)COC=1C=C2CN(C(C2=CC1)=O)C1CCCC1)C(C(=O)O)(C)C